C(#N)C1=CC(=C(COC2=CC=CC(=N2)C23CCN(CC3C2)C(=O)OCC2=CC=CC=C2)C=C1)F benzyl 6-(6-((4-cyano-2-fluorobenzyl)oxy)pyridin-2-yl)-3-azabicyclo[4.1.0]heptane-3-carboxylate